Cl.BrC1=CC=C(C(=N1)NC(=O)[C@H]1NC[C@](C1)(C)F)C (2S,4R)-N-(6-bromo-3-methylpyridin-2-yl)-4-fluoro-4-methylpyrrolidine-2-carboxamide hydrochloride